copper (II) phthalocyanine C1=CC=C2C(=C1)C3=NC4=NC(=NC5=NC(=NC6=NC(=NC2=N3)C7=CC=CC=C76)C8=CC=CC=C85)C9=CC=CC=C94.[Cu]